C1(CC1)C=1OC(=CN1)C1=CC=2C=NC(=CC2N1)NC(=O)C1CC1 N-(2-(2-cyclopropyl-oxazol-5-yl)-1H-pyrrolo[3,2-c]pyridin-6-yl)cyclopropanecarboxamide